N-(5-(((2S,4R)-4-((6-(ethyl(methyl)amino)pyrimidin-4-yl)oxy)-2-methylpyrrolidin-1-yl)methyl)thiazol-2-yl)acetamide C(C)N(C1=CC(=NC=N1)O[C@@H]1C[C@@H](N(C1)CC1=CN=C(S1)NC(C)=O)C)C